N-methyl-N-(1-(4-iodophenyl)vinyl)methacrylamide CN(C(C(=C)C)=O)C(=C)C1=CC=C(C=C1)I